C(C)(C)(C)OC(=O)N1[C@@H](C[C@@H](C1)N=[N+]=[N-])C(NC1=CC(=C(C=C1)Cl)C(F)(F)F)=O (2s,4s)-4-azido-2-((4-chloro-3-(trifluoromethyl)phenyl)carbamoyl)pyrrolidine-1-carboxylic acid tert-butyl ester